O1N=NC(=C1)S(=O)(=O)C1=C(C=CC=C1)F fluorophenyl oxadiazolyl sulfone